NC1(CCN(CC1)C=1C2=C(N=CN1)NC=C2)C(=O)N[C@@H](CCO)C2=CC(=CC=C2)Cl 4-amino-N-[(1S)-1-(3-chlorophenyl)-3-hydroxypropyl]-1-(7H-pyrrolo[2,3-d]pyrimidin-4-yl)piperidine-4-carboxamide